Cl.Cl.C(C)N[C@@H]1CNC[C@@H]1F |o1:5,9| (3R*,4S*)-N-ethyl-4-fluoropyrrolidin-3-amine 2HCl